COC1=CC(=C(C=C1)C1=CC=C(C=C1)C(CC(=O)O)C#CC)C 3-(4'-methoxy-2'-methyl-[1,1'-biphenyl]-4-yl)hex-4-ynoic acid